1-octyl-5-butyl-thiazole bromine salt [Br].C(CCCCCCC)S1C=NC=C1CCCC